(1s,3s)-N1-(5-nitropyridin-2-yl)-N3-(7-(trifluoromethyl)-[1,2,4]triazolo[1,5-a]pyridin-2-yl)cyclopentane-1,3-diamine [N+](=O)([O-])C=1C=CC(=NC1)N[C@@H]1C[C@H](CC1)NC1=NN2C(C=C(C=C2)C(F)(F)F)=N1